C(C)OC(=O)[C@@H]1CN(C[C@H]1C1=CC=CC=C1)C1=CC=CC=C1 |r| (±)-trans-1,4-diphenylpyrrolidine-3-carboxylic acid ethyl ester